5-(butylamino)-N-(4-cyclopropyl-5-nitrothiazol-2-yl)-[1,1'-biphenyl]-2-carboxamide C(CCC)NC1=CC=C(C(=C1)C1=CC=CC=C1)C(=O)NC=1SC(=C(N1)C1CC1)[N+](=O)[O-]